tert-butyl 3-(4-amino-2-fluoro-phenyl)-8-azabicyclo[3.2.1]oct-3-ene-8-carboxylate NC1=CC(=C(C=C1)C=1CC2CCC(C1)N2C(=O)OC(C)(C)C)F